2-(6-(2,5-dichloropyrimidin-4-yl)-4-fluoro-7-isopropyl-1H-benzo[d]imidazol-2-yl)propan-2-ol ClC1=NC=C(C(=N1)C=1C=C(C2=C(NC(=N2)C(C)(C)O)C1C(C)C)F)Cl